C(C)(C)(C)N1N=C(C(=C1)C(=O)O)C 1-tert-Butyl-3-methyl-1H-pyrazole-4-carboxylic acid